Para-fluoromethylbenzamide FCC1=CC=C(C(=O)N)C=C1